C(C)(=O)O[C@H](COC1=CC=C(C=C1)C(C)(C)C1=CC(=C(C(=C1)Cl)OC[C@H](CCl)O)Cl)CN1C=NC=C1 (S)-1-(4-(2-(3,5-dichloro-4-((R)-3-chloro-2-hydroxypropoxy)phenyl)propan-2-yl)phenoxy)-3-(1H-imidazol-1-yl)propan-2-yl acetate